(3-(((2-oxo-2H-chromen-7-yl)oxy)methyl)-3H-diazirin-3-yl)methyl pent-4-ynoate C(CCC#C)(=O)OCC1(N=N1)COC1=CC=C2C=CC(OC2=C1)=O